2-(4-((7-ethyl-6-oxo-5,6-dihydro-1,5-naphthyridin-3-yl)methyl)piperazine-1-carbonyl)butanenitrile C(C)C=1C(NC=2C=C(C=NC2C1)CN1CCN(CC1)C(=O)C(C#N)CC)=O